N-(6-(2-hydroxy-4-(trifluoromethyl)phenyl)-5-methyl-1,2,4-triazin-3-yl)-2-(methylamino)acetamide OC1=C(C=CC(=C1)C(F)(F)F)C1=C(N=C(N=N1)NC(CNC)=O)C